C(C)(C)(C)C=1C(=CC(=C(C1)C(CCC)C1=C(C=C(C(=C1)C(C)(C)C)O)C)C)O 1,1-bis(5-tertbutyl-4-hydroxy-2-methylphenyl)butane